1-{4-[2-(3-dibenzylamino-8-azabicyclo[3.2.1]oct-8-yl)ethyl]piperazin-1-yl}ethanone C(C1=CC=CC=C1)N(C1CC2CCC(C1)N2CCN2CCN(CC2)C(C)=O)CC2=CC=CC=C2